methyluridine-3'-phosphate P(=O)(O)(O)O[C@H]1[C@H]([C@@](O[C@@H]1CO)(N1C(=O)NC(=O)C=C1)C)O